OC1=C(C=CC=C1)C1=CC(=CN=N1)C1=CC=C(C=C1)NC1CCN(CC1)CC(=O)OC(C)(C)C Tert-butyl 2-(4-((4-(6-(2-hydroxyphenyl)pyridazin-4-yl)phenyl)amino)piperidin-1-yl)acetate